C(CC)(=O)[O-].C(CC)(=O)[O-].C(CC)(=O)[O-].[Si+3] silicon tripropionate